CC1OC(CCOC(C(C1OC(C(C)C)=O)CC1=CC=CC=C1)=O)=O 6-methyl-4,9-dioxo-8-(phenylmethyl)-1,5-dioxonan-7-yl-2-methylpropanoate